5-(4-bromophenyl)pyrazolo[1,5-a]Pyrimidine-3-carboxylic acid ethyl ester C(C)OC(=O)C=1C=NN2C1N=C(C=C2)C2=CC=C(C=C2)Br